C(C)OC(=O)C1=NNC=2CC[C@@H](CC12)C(F)(F)F (S)-5-(trifluoromethyl)-4,5,6,7-tetrahydro-1H-indazole-3-carboxylic acid ethyl ester